C1(CC1)N(C=1N=CC(=NC1)C1=C(C=C(C(=C1)F)C1=CC(=NC(=C1)OC)F)O)C1C([C@@H]2CC[C@H](C1)N2)F 2-(5-(cyclopropyl((1S,5R)-2-fluoro-8-azabicyclo[3.2.1]octan-3-yl)amino)pyrazin-2-yl)-4-fluoro-5-(2-fluoro-6-methoxypyridin-4-yl)phenol